C(C)(C)(C)OC(=O)NC(C#CC(=O)O)(C)C 4-((tert-butoxycarbonyl)amino)-4-methylpent-2-ynoic acid